1-(2-diethylaminoethyl)-4-propylpiperazine C(C)N(CCN1CCN(CC1)CCC)CC